1-(5-(((tert-butyldimethylsilyl)oxy)methyl)-2-(difluoromethyl)-4-fluorophenyl)-4-cyclopropyl-1H-imidazole [Si](C)(C)(C(C)(C)C)OCC=1C(=CC(=C(C1)N1C=NC(=C1)C1CC1)C(F)F)F